tert-butyl 5-(2-(dimethylamino) acetamido)-3,4-dihydroisoquinoline-2(1H)-carboxylate CN(CC(=O)NC1=C2CCN(CC2=CC=C1)C(=O)OC(C)(C)C)C